2,2-dimethylcyclopentanamine CC1(C(CCC1)N)C